(3-phenyl-1H-inden-1-ylidene)bis(tricyclohexylphosphine) C1(=CC=CC=C1)C1=CC(C2=CC=CC=C12)(P(C1CCCCC1)(C1CCCCC1)C1CCCCC1)P(C1CCCCC1)(C1CCCCC1)C1CCCCC1